1,1-bis(4-hydroxycyclohexyl)3,3,5-trimethylcyclohexane OC1CCC(CC1)C1(CC(CC(C1)C)(C)C)C1CCC(CC1)O